CC1=C(C(=CC=C1)C)C1=CC(=CC=C1)[C@H](CC(=O)[O-])NC(=O)NC=1C(N2CCCC2=CC1[O-])=O.[Na+].[Na+] Natrium (S)-3-(2',6'-Dimethylbiphenyl-3-yl)-3-(3-(7-oxido-5-oxo-1,2,3,5-tetrahydroindolizin-6-yl)ureido)propanoat